3-({2-bromo-3-[(methylamino)methyl]-5-phenyl-1H-pyrrol-1-yl}sulfonyl)-4-fluorophenol BrC=1N(C(=CC1CNC)C1=CC=CC=C1)S(=O)(=O)C=1C=C(C=CC1F)O